ethyl-5-methyl-1,2-oxazole C(C)C1=NOC(=C1)C